C/C(/C(=O)C1=CC(=C(C(=C1)OC)OC)OC)=C\C=1C=NN2C1C=CC=C2 (E)-2-methyl-3-(pyrazolo[1,5-a]pyridin-3-yl)-1-(3,4,5-trimethoxyphenyl)prop-2-en-1-one